5-[[4-(2-hydroxyethyl)phenoxy]methyl]-3-methyl-1-(o-tolyl)pyrazole OCCC1=CC=C(OCC2=CC(=NN2C2=C(C=CC=C2)C)C)C=C1